C1(CCCC1)COC1=CC(=C(C(=O)NS(=O)(=O)N2CCC(CC2)O[C@H]2CN(CC2)C(=O)OC(C)(C)C)C=C1C1CC1)F (R)-tert-butyl 3-((1-(N-(4-(cyclopentylmethoxy)-5-cyclopropyl-2-fluorobenzoyl)sulfamoyl)piperidin-4-yl)oxy)pyrrolidine-1-carboxylate